C1(CCCC1)N1N=CC2=C1N=C(NC2=O)[C@@H]2CN(C[C@H]2C)CC=2C=NN1C2CCCC1 1-cyclopentyl-6-[(3S,4S)-4-methyl-1-(4,5,6,7-tetrahydropyrazolo[1,5-a]pyridin-3-ylmethyl)pyrrolidin-3-yl]-1,5-dihydro-4H-pyrazolo[3,4-d]pyrimidin-4-one